7-Ethyl-5-iodo-7H-pyrrolo[2,3-d]pyrimidin-4-amine C(C)N1C=C(C2=C1N=CN=C2N)I